OC1=C(C(=O)O)C=C(C=C1)OC 2-hydroxy-5-methoxybenzoic acid